(S)-α-methyl-α-hydrazino-3,4-dihydroxyphenylpropionic acid monohydrate O.C[C@@](C(=O)O)(CC1=CC(=C(C=C1)O)O)NN